F.C(C)N(CC)CC triethylamine-hydrogen fluoride salt